O=C1N(CCN2[C@@H]1CN(CC2)C#N)C2=NOC(=C2)C2=CC=CC=C2 (R)-9-oxo-8-(5-phenylisoxazol-3-yl)octahydro-2H-pyrazino[1,2-a]pyrazine-2-carbonitrile